ammonium ((2R,3S,5R)-5-(4-amino-2-oxopyrimidin-1(2H)-yl)-3-((hydroxy(isobutoxy)phosphoryl)oxy)tetrahydrofuran-2-yl)methyl isobutyl hydrogen phosphate P(=O)(OC[C@H]1O[C@H](C[C@@H]1OP(=O)(OCC(C)C)O)N1C(N=C(C=C1)N)=O)(OCC(C)C)O.[NH4+]